6-(N-(2-(4,4-Difluoropiperidin-1-yl)pyridin-3-yl)sulfamoyl)-N-hydroxybenzofuran-2-carboxamide FC1(CCN(CC1)C1=NC=CC=C1NS(=O)(=O)C1=CC2=C(C=C(O2)C(=O)NO)C=C1)F